CNC(=O)NC1CCNCC1 1-methyl-3-(4-piperidinyl)urea